N1=C(N)NC(=O)C2=NC=CN=C12 anti-pterin